4-amino-1-[(2R,4R,5R)-5-[[bis(4-methoxyphenyl)-phenyl-methoxy]methyl]-4-hydroxy-tetrahydrofuran-2-yl]-1,3,5-triazin-2-one NC1=NC(N(C=N1)[C@@H]1O[C@@H]([C@@H](C1)O)COC(C1=CC=CC=C1)(C1=CC=C(C=C1)OC)C1=CC=C(C=C1)OC)=O